(R)-2-(prop-2-yn-1-ylamino)butan-1-ol C(C#C)N[C@@H](CO)CC